((1H-pyrrolo[3,2-c]pyridin-2-yl)methyl)-2-(5-((1-(dibenzo[b,d]furan-2-yl)cyclopropyl)amino)-2-(2-fluorophenyl)-6-oxopyrimidin-1(6H)-yl)acetamide N1C(=CC=2C=NC=CC21)CC(C(=O)N)N2C(=NC=C(C2=O)NC2(CC2)C2=CC1=C(OC3=C1C=CC=C3)C=C2)C2=C(C=CC=C2)F